ethyl 2-{{2-{{2-[2-(4-iodophenoxy)acetamido]ethyl}amino}-2-oxoethyl}amino}acetate IC1=CC=C(OCC(=O)NCCNC(CNCC(=O)OCC)=O)C=C1